methyl ((S)-6-(7,7-difluoro-2-((2S,3R)-3-hydroxy-2-methylazetidin-1-yl)-6,7-dihydro-5H-cyclopenta[d]pyrimidin-4-yl)-4-methoxy-2,3-dihydrobenzofuran-3-yl)carbamate FC1(CCC2=C1N=C(N=C2C2=CC1=C([C@@H](CO1)NC(OC)=O)C(=C2)OC)N2[C@H]([C@@H](C2)O)C)F